acetylphenylboronic acid C(C)(=O)C1=C(C=CC=C1)B(O)O